N1=NC(=CC=C1)CN1[C@H](CN(CC1)C1=C(SC(=C1)CC(C)C)C#N)C 3-((3S)-4-(1,2-diazin-3-ylmethyl)-3-methylpiperazin-1-yl)-5-(2-methylpropyl)thiophene-2-carbonitrile